C(C)(C)(C)OC(=O)N1CC2(CC2)C(C1)NC1=NC(=C(C=C1)C1=NN(C(=N1)C(F)F)C)C 7-((5-(5-(difluoromethyl)-1-methyl-1H-1,2,4-triazol-3-yl)-6-methylpyridin-2-yl)amino)-5-azaspiro[2.4]heptane-5-carboxylic acid tert-butyl ester